O1C(OCC1)CCN1N=CC2=CC(=C(C=C12)Br)[N+](=O)[O-] 1-(2-(1,3-dioxolane-2-yl)ethyl)-6-bromo-5-nitro-1H-indazole